6-benzyl-3-(((1,4-dihydroquinazolin-2-yl)thio)methyl)-2-iodo-5,6-dihydroimidazo[2,1-b]Thiazole dihydrochloride Cl.Cl.C(C1=CC=CC=C1)C1N=C2SC(=C(N2C1)CSC=1NC2=CC=CC=C2CN1)I